vinyltri(isopropenyloxy)silane C(=C)[Si](OC(=C)C)(OC(=C)C)OC(=C)C